N-(2-(4-methoxypiperidin-1-yl)ethyl)pyrazine-2-carboxamide COC1CCN(CC1)CCNC(=O)C1=NC=CN=C1